C1(CCCCC1)C1=CC=C(CN(C(=O)[C@@H]2N(CC2)S(=O)(=O)C2=C(C(=C(C(=C2F)F)F)F)F)C2=C(C=C3C=NN(C3=C2)CO)F)C=C1 (R)-N-(4-cyclohexylbenzyl)-N-(5-fluoro-1-(hydroxymethyl)-1H-indazol-6-yl)-1-((perfluorophenyl)sulfonyl)azetidine-2-carboxamide